6-methyl-5,8-dioxo-5,6,7,8-tetrahydrobenzo[b][1,4]dioxin-6-sulfonic acid CC1(C(C2=C(OC=CO2)C(C1)=O)=O)S(=O)(=O)O